C(CCC)[Sn](CCCC)(CCCC)COCCN 2-(tributylstannylmethoxy)ethanamine